(S)-1-methyl-3-(2-methyl-4-nitrophenoxy)pyrrolidine CN1C[C@H](CC1)OC1=C(C=C(C=C1)[N+](=O)[O-])C